methyl (S)-2-(2-((methylsulfonyl) oxy) ethyl)-3-(oxetan-2-ylmethyl)-3H-imidazo[4,5-b]pyridine-5-carboxylate CS(=O)(=O)OCCC1=NC=2C(=NC(=CC2)C(=O)OC)N1C[C@H]1OCC1